ClC=1C(=C(C=O)C(=C(C1OC)C\C=C(\C=C\[C@@]1([C@H](/C(/CC[C@H]1C)=N/O)C)C)/C)O)C 3-chloro-6-hydroxy-5-[(2E,4E)-5-[(1R,2R,3E,6R)-3-(hydroxyimino)-1,2,6-trimethylcyclohexyl]-3-methylpenta-2,4-dien-1-yl]-4-methoxy-2-methylbenzaldehyde